FC(C=1C=C(C=C(C1)C(F)(F)F)NC1=NC=C(C(=N1)C1=CC=C(C=C1)[N+](=O)[O-])C)(F)F N-(3,5-bis(trifluoromethyl)phenyl)-5-methyl-4-(4-nitrophenyl)pyrimidin-2-amine